CC1=C(C(=C(C=O)C(=C1)O)Br)F methyl-2-bromo-3-fluoro-6-hydroxybenzaldehyde